phenacylmethylsulfonamide C(C(=O)C1=CC=CC=C1)CS(=O)(=O)N